BrC1=C(C=C(C=C1)OC)CO (2-bromo-5-methoxyphenyl)methanol